2-[3-(4-chlorophenyl)-1,2,4-oxadiazol-5-yl]-2-ethylbutanamide ClC1=CC=C(C=C1)C1=NOC(=N1)C(C(=O)N)(CC)CC